methyl 3-(2,5-dimethyl-1H-pyrrol-1-yl)-2-fluoro-6-methylbenzoate CC=1N(C(=CC1)C)C=1C(=C(C(=O)OC)C(=CC1)C)F